C[C@@H]1CN(C[C@@H](O1)C)C(=O)C=1C2=C(N(N1)CC(=O)N1CCN(C3(CC3)C1)C1=C(C(=CC=C1)C)C)CCC2 2-(3-((2R,6S)-2,6-dimethylmorpholine-4-carbonyl)-5,6-dihydrocyclopenta[c]pyrazol-1(4H)-yl)-1-(4-(2,3-dimethylphenyl)-4,7-diazaspiro[2.5]octan-7-yl)ethanone